N1=C(NC2=C1C1=CC=CC=C1C=C2)CCNCCC=2OC=C(N2)C(=O)NCC2=NC=CC=C2F 2-(2-((2-(3H-naphtho[1,2-d]imidazol-2-yl)ethyl)amino)ethyl)-N-((3-fluoropyridin-2-yl)methyl)oxazole-4-carboxamide